C(C)(C)C1=C(C(=CC=C1)C(C)C)CC(=O)NS(=O)(=O)C=1C=C(C=C(C1)C(C)(C)O)C1=CC=CC=C1 2-(2,6-diisopropylphenyl)-N-(5-(2-hydroxypropan-2-yl)biphenyl-3-ylsulfonyl)acetamide